2,2,2-trichloroethyl (2-isopropyl-3-methyl-6,7-dihydro-5H-cyclopenta[b]pyridin-4-yl)carbamate C(C)(C)C1=C(C(=C2C(=N1)CCC2)NC(OCC(Cl)(Cl)Cl)=O)C